9-(tetrahydro-2-furanyl)adenine O1C(CCC1)N1C2=NC=NC(=C2N=C1)N